tert-butyl (2R)-4-iodo-2-methyl-piperidine-1-carboxylate IC1C[C@H](N(CC1)C(=O)OC(C)(C)C)C